(S)-1-[4-bromophenyl]ethylamine BrC1=CC=C(C=C1)[C@H](C)N